(2R,6S)-N-(2-{[4-(dimethylamino)phenyl]meth-yl}-2-azaspiro[3.3]heptan-6-yl)-2,6-dimethyl-4-[5-(trifluoromethyl)pyrimidin-2-yl]piperazine-1-carboxamide CN(C1=CC=C(C=C1)CN1CC2(C1)CC(C2)NC(=O)N2[C@@H](CN(C[C@@H]2C)C2=NC=C(C=N2)C(F)(F)F)C)C